iron-cobalt-titanium [Ti].[Co].[Fe]